(4R,5R)-4,5-dihydroxyl-cyclohex-1-enecarboxylic acid O[C@@H]1CC=C(C[C@H]1O)C(=O)O